CC1=CC=CC(=N1)C1=NC=CC(=N1)NC1=NC(=NC=C1)NC1=CC=C(C=C1)CC1CNCC1 N4-[2-(6-methyl-2-pyridyl)pyrimidin-4-yl]-N2-[4-(pyrrolidin-3-ylmethyl)phenyl]pyrimidine-2,4-diamine